bis(ethylene) iridium chloride [Ir](Cl)(Cl)Cl.C=C.C=C